4-[1-(3,4-difluorophenyl)-4-hydroxy-2-tetrahydropyran-4-yl-indol-3-yl]Benzoic acid FC=1C=C(C=CC1F)N1C(=C(C2=C(C=CC=C12)O)C1=CC=C(C(=O)O)C=C1)C1CCOCC1